1-ethynyl-3,5-bis(trifluoromethyl)benzene C(#C)C1=CC(=CC(=C1)C(F)(F)F)C(F)(F)F